(R)-(6,6'-dimethoxybiphenyl-2,2'-diyl)bis(diphenylphosphine) COC1=CC=CC(=C1C1=C(C=CC=C1OC)P(C1=CC=CC=C1)C1=CC=CC=C1)P(C1=CC=CC=C1)C1=CC=CC=C1